N1C(=CC=2C=NC=CC21)CNC(CN2C(C(=NC=C2C2=CC=CC=C2)NC(C)C)=O)=O N-((1H-PYRROLO[3,2-C]PYRIDIN-2-YL)METHYL)-2-(3-(ISOPROPYLAMINO)-2-OXO-6-PHENYLPYRAZIN-1(2H)-YL)ACETAMIDE